1-chloro-2-phenylbenzene ClC1=C(C=CC=C1)C1=CC=CC=C1